6-fluoro-4-methoxy-2-(6-methoxy-4-pyrimidinyl)-5-trifluoromethylpyrimidine FC1=C(C(=NC(=N1)C1=NC=NC(=C1)OC)OC)C(F)(F)F